hydrogen ketosuccinate O=C(C(=O)O)CC(=O)[O-]